BrC1=C(C=C2N=CC=3N(C(N4[C@@H](COC1=C2C34)CC)=O)C)F (R)-7-bromo-10-ethyl-6-fluoro-2-methyl-9,10-dihydro-8-oxa-2,4,10a-triazanaphtho[2,1,8-cde]azulen-1(2H)-one